allylchloro[1,3-bis(2,6-di-isopropylphenyl)-4,5-dihydroimidazol-2-yl]palladium C(C=C)[Pd](C1N(CCN1C1=C(C=CC=C1C(C)C)C(C)C)C1=C(C=CC=C1C(C)C)C(C)C)Cl